2,3-Butylene Oxide CC1C(C)O1